eicosyl 2-chlorovalerate ClC(C(=O)OCCCCCCCCCCCCCCCCCCCC)CCC